C(C)(C)(C)C=1SC(=C(N1)C=1C(=C(C=CC1)C(CC)S(=O)(=O)N)F)C1=NC(=NC=C1)NC1=NC=C(C=C1)N1CCNCC1 {3-[2-tert-butyl-5-(2-{[5-(piperazin-1-yl)pyridin-2-yl]amino}pyrimidin-4-yl)-1,3-thiazol-4-yl]-2-fluorophenyl}propane-1-sulfonamide